O=C1N(CC2=C3C(=CC=C12)C1(CCN(CC1)C(CC)C1=CC=CC=C1)CO3)C3C(NC(CC3)=O)=O 3-(6-oxo-1'-(1-phenylpropyl)-6,8-dihydro-2H,7H-spiro[furo[2,3-e]isoindole-3,4'-piperidin]-7-yl)piperidine-2,6-dione